tert-butyl 4-(4,4,5,5-tetramethyl-1,3,2-dioxaborolan-2-yl)-5,6-dihydroborinine-1(2H)-carboxylate CC1(OB(OC1(C)C)C1=CCB(CC1)C(=O)OC(C)(C)C)C